cyclopentadecylacetone C1(CCCCCCCCCCCCCC1)CC(C)=O